N-[3-[2-methoxy-5-(trifluoromethyl)phenoxy]-4-methyl-phenyl]prop-2-enamide COC1=C(OC=2C=C(C=CC2C)NC(C=C)=O)C=C(C=C1)C(F)(F)F